COC=1C=C(C=CC1)C=CC(=O)N1C(OCC1C1=CC=CC=C1)=O 3-(3-(3-methoxyphenyl)acryloyl)-4-phenyloxazolidin-2-one